2-(2,4-dichlorophenyl)methyl-4,4-dimethyl-3-isoxazolidone ClC1=C(C=CC(=C1)Cl)CN1OCC(C1=O)(C)C